monosodium N-myristyl-L-glutamate C(CCCCCCCCCCCCC)N[C@@H](CCC(=O)O)C(=O)[O-].[Na+]